COCC=1C=2CC[C@H]3N(C2N=CC1)CCNC3 (R)-4-(methoxymethyl)-6,6a,7,8,9,10-hexahydro-5H-pyrazino[1,2-a][1,8]naphthyridine